C1=CC(=CC(=C1)O)/C=C/C(=O)O 3-hydroxyphenylacrylic acid